S1C2=C(C=C1CCCNC=1C3=C(N=C(N1)CC)SC(=C3)C)C=CC=C2 N-(3-(benzo[b]thiophen-2-yl)propyl)-2-ethyl-6-methylthieno[2,3-d]pyrimidin-4-amine